ClC=1N=C2C(=C(C=NC2=CC1)NC(=O)NC1=CC(=NN1C(C)C)C(F)(F)F)C(C)C N-(6-chloro-4-(propan-2-yl)-1,5-naphthyridin-3-yl)-N'-(1-(propan-2-yl)-3-(trifluoromethyl)-1H-pyrazol-5-yl)urea